1-Nonyl-3-butylpyrrolium chlorid [Cl-].C(CCCCCCCC)[NH+]1C=C(C=C1)CCCC